C(C(C)C)C1=CC=C(C=C1)C(C(=O)NN)C 2-(4-isobutylphenyl)propanehydrazide